C(#N)[C@@H](C[C@H]1C(NCC1)=O)NC(=O)[C@H]1N([C@H]2CC([C@@H]1CC2)(F)F)C([C@@](C)(C2=CC=CC=C2)O)=O (1R,3S,4R)-N-((R)-1-cyano-2-((S)-2-oxopyrrolidin-3-yl)ethyl)-5,5-difluoro-2-((R)-2-hydroxy-2-phenylpropanoyl)-2-azabicyclo[2.2.2]octane-3-carboxamide